3-cyclopropyl-5-iodo-7-(p-toluenesulfonyloxymethyl)-6,8-dihydrocyclopenta[g]Isoquinoline-7-Formic acid methyl ester COC(=O)C1(CC2=C(C(=C3C=C(N=CC3=C2)C2CC2)I)C1)COS(=O)(=O)C1=CC=C(C)C=C1